2,2'-dimethyl-3,3'-diaminobiphenyl CC1=C(C=CC=C1N)C1=C(C(=CC=C1)N)C